tert-Butyl (1R,5R)-3-[(6-bromo-3-methylpyridin-2-yl)carbamoyl]-5-[(4-methylimidazol-1-yl)methyl]-2-azabicyclo[3.1.0]hexane-2-carboxylate BrC1=CC=C(C(=N1)NC(=O)C1N([C@@H]2C[C@@]2(C1)CN1C=NC(=C1)C)C(=O)OC(C)(C)C)C